CN1C(=NC=2C1=NC(=CC2N2CCOCC2)N2N=C(C=C2)C=2C=C(C=CC2)C)C(=O)O 3-methyl-7-morpholino-5-(3-(m-tolyl)-1H-pyrazol-1-yl)-3H-imidazo[4,5-b]pyridine-2-carboxylic acid